FC=1C=C2C(CCOC2=C(C1O[C@@H](C1=CC=NC=C1)C1=CC(=CC=C1)S(=O)(=O)C)C)=O (S)-6-fluoro-8-methyl-7-((3-(methylsulfonyl)phenyl)(pyridin-4-yl)methoxy)chroman-4-one